CC(CC1=CC=C(C=C1)SC)(C)N1CCOCC1 2-methyl-1-[4-(methylthio)-phenyl]-2-morpholinopropane